Cyclopentyl-(2-fluorophenyl)methanone C1(CCCC1)C(=O)C1=C(C=CC=C1)F